CN(C(=O)C=1NN=C2C1CN(CC2)C(=O)C=2NC1=CC=CC(=C1C2)Cl)C2(CC2)C2=NC=C(C=N2)C(=O)O 2-{1-[N-methyl-5-(4-chloro-1H-indole-2-carbonyl)-2H,4H,5H,6H,7H-pyrazolo[4,3-c]pyridine-3-amido]cyclopropyl}pyrimidine-5-carboxylic acid